2-(8-bromo-3-chloroisoquinolin-5-yl)propan-1-ol Tert-butyl-((1H-indol-5-yl)methyl)carbamate C(C)(C)(C)N(C(=O)OCC(C)C1=C2C=C(N=CC2=C(C=C1)Br)Cl)CC=1C=C2C=CNC2=CC1